C1(CC1)[C@H](C1=CC=2N(N=C1)C=C(N2)[C@H](C2CCC(CC2)(F)F)NC(OC(C)(C)C)=O)NC(COCC(F)(F)F)=O tert-butyl ((S)-(7-((R)-cyclopropyl(2-(2,2,2-trifluoroethoxy)acetamido) methyl)imidazo[1,2-b]pyridazin-2-yl)(4,4-difluorocyclohexyl)methyl)carbamate